FC(CCN1C[C@@H]([C@H](CC1)NC(=O)C1=CC(=CC=2N(C=NC21)CC(F)(F)F)C#CCNC=2C(OC)=CC(=C(C2)C(NC)=O)F)C)(C)C N-[(3S,4S)-1-(3-fluoro-3-methylbutyl)-3-methyl-4-piperidyl]-6-{3-[4-(N-methylcarbamoyl)-5-fluoro-2-anisidino]-1-propynyl}-1-(2,2,2-trifluoroethyl)-1H-1,3-benzimidazole-4-carboxamide